O[C@H]1C[C@@H](CCC1)N1C(C2(C3=C1N=C(N=C3)NC3=CN=C(N3)COC)CC2)=O 7'-((1R,3R)-3-hydroxycyclohexyl)-2'-((2-(methoxymethyl)-1H-imidazol-5-yl)amino)spiro[cyclopropane-1,5'-pyrrolo[2,3-d]pyrimidin]-6'(7'H)-one